[Pd](Cl)Cl.CN(C)CC1=CC=CC=C1 N,N-dimethylbenzylamine palladium chloride